FC=1C=CC2=C(C=CO2)C1 5-Fluoro-1-benzofuran